OCCOC(C=C)=O.C(C=C)(=O)O acrylic acid hydroxyethyl-acrylate